C1(CCCC1)C1=NN(C(=C1OC1=CC=C(C=C1)S(N)(=O)=O)C1=CC=CC=C1)C=1SC=C(N1)C(=O)OCC ethyl 2-(3-cyclopentyl-5-phenyl-4-(4-sulfamoylphenoxy)-1H-pyrazol-1-yl)thiazole-4-carboxylate